(2S)-2-methoxy-N-[5-[[(3R)-1-(5-methylpyridazin-3-yl)pyrrolidin-3-yl]amino]-1,3,4-thiadiazol-2-yl]-2-phenyl-acetamide CO[C@H](C(=O)NC=1SC(=NN1)N[C@H]1CN(CC1)C=1N=NC=C(C1)C)C1=CC=CC=C1